ClC1=CC(=C(C(=O)N2C[C@H](N(CC2)C2=C(C(=O)NCC=3NC=CN3)C=C(C=C2)C=2C(=NC=CC2)OCC)CC)C=C1)C(F)(F)F 2-[(2R)-4-[4-chloro-2-(trifluoromethyl)benzoyl]-2-ethylpiperazin-1-yl]-5-(2-ethoxypyridin-3-yl)-N-[(1H-imidazol-2-yl)methyl]benzamide